3,5-bis(tert-butoxycarbonyl)benzoic acid C(C)(C)(C)OC(=O)C=1C=C(C(=O)O)C=C(C1)C(=O)OC(C)(C)C